2-(2,6-dioxopiperidin-3-yl)-1-oxo-N-((R)-2,2,2-trifluoro-1-(pyrimidin-5-yl)ethyl)isoindoline-5-carboxamide O=C1NC(CCC1N1C(C2=CC=C(C=C2C1)C(=O)N[C@@H](C(F)(F)F)C=1C=NC=NC1)=O)=O